tert-butyl 7-(difluoromethyl)-7-(2-hydroxypropan-2-yl)-4-azaspiro[2.5]octane-4-carboxylate FC(C1(CCN(C2(CC2)C1)C(=O)OC(C)(C)C)C(C)(C)O)F